2,3-Dimethylbenzyl (2-((S)-1-(2,3-difluorobenzyl)-5-oxopyrrolidin-2-yl)acetyl)-L-valinate FC1=C(CN2[C@@H](CCC2=O)CC(=O)N[C@@H](C(C)C)C(=O)OCC2=C(C(=CC=C2)C)C)C=CC=C1F